1-[(1-Cyclopropyl-1H-pyrazol-4-yl)[(3S)-1-methylpiperidin-3-yl]sulfamoyl]-3-(2-cyclopropyl-5-methylthiophene-3-yl)urea C1(CC1)N1N=CC(=C1)N(S(=O)(=O)NC(=O)NC1=C(SC(=C1)C)C1CC1)[C@@H]1CN(CCC1)C